4-(Benzyloxy)-3-Methoxybenzoic Acid C(C1=CC=CC=C1)OC1=C(C=C(C(=O)O)C=C1)OC